CS(=O)(=O)OC(C([2H])([2H])[2H])(C(N1C=CC2=CC(=CC=C12)OC)([2H])[2H])[2H] [1,2,2,2-tetradeuterio-1-[dideuterio-(5-methoxyindol-1-yl)methyl]ethyl] methanesulfonate